(6aS,9S)-3-fluoro-9-[5-(5-fluoropyridin-2-yl)-1,2,4-oxadiazol-3-yl]-6,6a,7,8,9,10-hexahydrodipyrido[1,2-a:4',3'-e]azepin-12(5H)-one FC1=CC=2CC[C@H]3N(C(C2C=N1)=O)C[C@H](CC3)C3=NOC(=N3)C3=NC=C(C=C3)F